(2S,4S)-4-((7-bromo-8-hydroxyquinoxalin-2-yl)amino)-1-(tert-butoxycarbonyl)piperidine-2-carboxylic acid BrC1=CC=C2N=CC(=NC2=C1O)N[C@@H]1C[C@H](N(CC1)C(=O)OC(C)(C)C)C(=O)O